Methyl-Phenyl-Vinyl-Silicon C[Si](C=C)C1=CC=CC=C1